4-methyl-N-[(1s,4s)-4-({2-cyanoimidazo[1,2-a]pyridin-5-yl}amino)cyclohexyl]benzamide CC1=CC=C(C(=O)NC2CCC(CC2)NC2=CC=CC=3N2C=C(N3)C#N)C=C1